(R)-4-(2-propenoyl-1,2,3,4-tetrahydroisoquinolin-5-yl)-5-fluoro-2,3-dimethyl-1H-indole-7-carboxamide C(C=C)(=O)N1CC2=CC=CC(=C2CC1)C1=C2C(=C(NC2=C(C=C1F)C(=O)N)C)C